COC1=CC=C(COCC2CN=CC3C(N4CCOC=5N=C6C=C(C=CC6=C(C45)N23)C=2C=NN(C2)C)=O)C=C1 (((4-methoxybenzyl)oxy)methyl)-11-(1-methyl-1H-pyrazole-4-yl)-5-oxo-1,2,4a,5,6,7-hexahydro-8-oxa-3,5a,9,13c-tetraazanaphtho[3,2,1-de]Anthracene